3,4,5,6-tetrachloro-pyridinecarbonitrile ClC=1C(=NC(=C(C1Cl)Cl)Cl)C#N